Sodium nonane hydride [H-].CCCCCCCCC.[Na+]